CN(CCN(C1=C(C=C(C(=C1)OC)NC1=NC=CC(=N1)N1OCC[C@@H]1C1=CC=CC=C1)NC(C=C)=O)C)C (R)-N-(2-((2-(dimethylamino)ethyl)(methyl)amino)-4-methoxy-5-((4-(3-phenylisoxazolidin-2-yl)pyrimidin-2-yl)amino)phenyl)acrylamide